tert-butyl 4-(benzo[d][1,3]dioxol-5-yl(pyridin-3-yl)amino)piperidine-1-carboxylate O1COC2=C1C=CC(=C2)N(C2CCN(CC2)C(=O)OC(C)(C)C)C=2C=NC=CC2